C(C)(C)(C)N(C(O)=O)[C@H](C(=O)N(C)OC)CC1CC1.C=1(C(=CC=CC1)CC(=O)Cl)C1=CC=C(C=C1)CC(=O)Cl 4'-biphenyldiacetyl chloride tert-butyl-(S)-(3-cyclopropyl-1-(methoxy(methyl)amino)-1-oxopropan-2-yl)carbamate